4-(4-((5-cyano-6-(2H-1,2,3-triazol-2-yl)pyridin-3-yl)carbamoyl)-5-(trifluoromethyl)-1H-pyrazol-1-yl)indoline-1-carboxylic acid tert-butyl ester C(C)(C)(C)OC(=O)N1CCC2=C(C=CC=C12)N1N=CC(=C1C(F)(F)F)C(NC=1C=NC(=C(C1)C#N)N1N=CC=N1)=O